ClC1=C(C=CC(=C1)F)NC=1C=C2C(=NC1C)N(N=C2)C=2C=C(SC2)C(=O)NC2COC2 4-(5-((2-chloro-4-fluorophenyl)amino)-6-methyl-1H-pyrazolo[3,4-b]pyridin-1-yl)-N-(oxetan-3-yl)thiophene-2-carboxamide